1,3-diethylimidazolium bicarbonate C([O-])(O)=O.C(C)N1C=[N+](C=C1)CC